FC1CN(C1)C1=NC(=C(C(=C1C#N)C1=CC=C(C=C1)OCCOC)C#N)S 2-(3-fluoroazetidin-1-yl)-6-mercapto-4-(4-(2-methoxyethoxy)phenyl)pyridine-3,5-dicarbonitrile